methylimidazole-2-carbaldehyde CC=1N=C(NC1)C=O